ClC=1C=C(C=C(C1OC1=NNC(C(=C1)C(C)(C)F)=O)Cl)NC(C)=O N-(3,5-Dichloro-4-((5-(2-fluoropropan-2-yl)-6-oxo-1,6-dihydropyridazin-3-yl)oxy)benzeneyl)acetamide